S-(3-iodopropyl) ethanethioate C(C)(SCCCI)=O